4-amino-N,1-dimethyl-N-(4-(trifluoromethyl)benzyl)-1H-pyrazolo[4,3-c]quinoline-8-carboxamide NC1=NC=2C=CC(=CC2C2=C1C=NN2C)C(=O)N(CC2=CC=C(C=C2)C(F)(F)F)C